N1C=NC(=C1)C(=O)NCCOCCOCCOCCOCC(COCCCCCCCC(=O)OCCCCCCCCC)OCCCCCCCC(=O)OCCCCCCCCC nonyl 8-[3-[2-[2-[2-[2-(1H-imidazole-4-carbonylamino)ethoxy]ethoxy]ethoxy]ethoxy]-2-(8-nonoxy-8-oxo-octoxy)propoxy]octanoate